Kalium phthalimid C1(C=2C(C(N1)=O)=CC=CC2)=O.[K]